1-((4-methyl-3-(1-methyl-7-((6-methylpyridin-3-yl)amino)-2-oxo-1,4-dihydropyrimido[4,5-d]pyrimidin-3(2H)-yl)benzoyl)-L-valyl)pyrrolidine-2-carboxamide CC1=C(C=C(C(=O)N[C@@H](C(C)C)C(=O)N2C(CCC2)C(=O)N)C=C1)N1C(N(C2=NC(=NC=C2C1)NC=1C=NC(=CC1)C)C)=O